14-Hydroxy-pentacosa-16,19-dienoic acid OC(CCCCCCCCCCCCC(=O)O)CC=CCC=CCCCCC